CC1=C(C=CC=C1O)O methyl-2,6-benzenediol